(S)-(4-(benzo[d]oxazol-2-yl)-6,7-dihydro-1H-imidazo[4,5-c]pyridin-5(4H)-yl)(4-(difluoromethyl)-2-(2-hydroxypropan-2-yl)oxazol-5-yl)methanone O1C(=NC2=C1C=CC=C2)[C@H]2N(CCC1=C2N=CN1)C(=O)C1=C(N=C(O1)C(C)(C)O)C(F)F